1,1,2,2,3,3-hexafluoro-1-methoxypropane FC(C(C(F)F)(F)F)(OC)F